2,6-bis(benzyloxy)N-(4-bromo-5-fluoro-2-nitrophenyl)pyridin-3-amine C(C1=CC=CC=C1)OC1=NC(=CC=C1NC1=C(C=C(C(=C1)F)Br)[N+](=O)[O-])OCC1=CC=CC=C1